C(C1=CC=CC=C1)([2H])O[C@H]1C(O[C@@H]([C@@H]([C@@H]1OC(C1=CC=CC=C1)[2H])OC(C1=CC=CC=C1)[2H])COC(C1=CC=CC=C1)[2H])O[C@@H]1[C@@H]([C@H]([C@@H](O[C@@H]1COCC1=CC=CC=C1)O[C@H]1[C@@H]([C@H]([C@H](OCCCN=[N+]=[N-])O[C@@H]1COCC1=CC=CC=C1)OCC1=CC=CC=C1)OCC1=CC=CC=C1)OCC1=CC=CC=C1)OCC1=CC=CC=C1 3-Azidopropyl 2,3,4,6-Tetra-O-benzyl-α-d-galactopyranosyl-(1->4)-2,3,6-tri-O-benzyl-β-d-galactopyranosyl-(1->4)-2,3,6-tri-O-benzyl-β-d-glucopyranoside